OC1=C(C(=O)N[C@@H](CS)[C@H]2CC[C@@H](N2C)C(=O)OC(C)(C)C)C=CC(=C1)OCCOCCOC (2R,5R)-tert-butyl 5-((R)-1-(2-hydroxy-4-(2-(2-methoxy ethoxy)ethoxy)benzamido)-2-mercaptoethyl)-1-methylpyrrolidine-2-carboxylate